FC(C)(C)C1CN(C1)C=1C=2N(N=C(C1)C=1C(NC(NC1)=O)=O)C=CN2 5-(8-(3-(2-fluoropropan-2-yl)azetidin-1-yl)imidazo[1,2-b]pyridazin-6-yl)pyrimidine-2,4(1H,3H)-dione